C(C)OC(=C)C1C(CC(CC1(C)C)=O)(C)C 4-(1-Ethoxyvinyl)-3,3,5,5-tetramethylcyclohexanon